FC=1C(=C(C(=O)O)C=CC1)NS(=O)(=O)C 3-fluoro-2-(methanesulfonamido)benzoic acid